CC1(N(CC1)C(=O)O)C 2,2-dimethyl-azetidine-1-carboxylic acid